FC1=C(C=CC=C1)C=CC1=CC=C(C=C1)C=1N(C=CN1)C 2-(4-(2-fluorophenylvinyl)phenyl)-1-methyl-1H-imidazole